N-(5-(4-(azetidin-3-ylmethoxy)-1-methyl-1H-pyrazol-5-yl)pyrazolo[1,5-a]pyridin-2-yl)cyclopropanecarboxamide N1CC(C1)COC=1C=NN(C1C1=CC=2N(C=C1)N=C(C2)NC(=O)C2CC2)C